NC=1N=C(SC1C(=O)C1=CC(=NO1)Br)N(C1=CC=C(C=C1)F)C(C(=O)N)C (N-[4-Amino-5-(3-bromoisoxazol-5-carbonyl)thiazol-2-yl]-4-fluoroanilino)propanamid